CN(CC[Si](OC)(OC)OC)C (2-dimethylamino-ethyl)trimethoxysilane